COC1=C(C=CC=C1)[C@@H](C)N (R)-1-(2-methoxyphenyl)ethylamine